fluorononenoxybenzene sodium [Na].FCCCCCCCC=COC1=CC=CC=C1